2-(3-(2-(bicyclo[1.1.1]pentan-1-ylamino)pyrimidin-5-yl)-6-oxopyridazin-1(6H)-yl)-N-ethylacetamide C12(CC(C1)C2)NC2=NC=C(C=N2)C2=NN(C(C=C2)=O)CC(=O)NCC